O=C1N(CCN1)C1=CC=C(C=C1)NC1=NC2=C(C=CC=C2C=N1)C=1C=C(C=CC1)NC(C=C)=O N-(3-(2-((4-(2-oxoimidazolidin-1-yl)phenyl)amino)quinazolin-8-yl)phenyl)acrylamide